BrC=1C=CC(=C2[C@@H]([C@@H]([C@H](C12)F)F)OCC1=CC=CC=C1)S(=O)(=O)C (1s,2s,3s)-7-bromo-1,2-difluoro-4-methylsulfonyl-3-phenylmethoxy-2,3-dihydro-1H-indene